(1s,4r)-4-(((6-(2-chloro-3-(3-chloro-2-(4-((((1r,4r)-4-hydroxycyclohexyl)amino)methyl)-3-methoxyphenyl)pyridin-4-yl)phenyl)-2-methoxypyridin-3-yl)methyl)amino)cyclohexan-1-ol ClC1=C(C=CC=C1C1=C(C(=NC=C1)C1=CC(=C(C=C1)CNC1CCC(CC1)O)OC)Cl)C1=CC=C(C(=N1)OC)CNC1CCC(CC1)O